tert-butyl (endo)-5-((5-bromo-7-chloro-2-(3-(dimethylamino)azetidin-1-yl)-8-fluoro-3-nitroquinolin-4-yl)amino)-2-azabicyclo[2.1.1]hexane-2-carboxylate BrC1=C2C(=C(C(=NC2=C(C(=C1)Cl)F)N1CC(C1)N(C)C)[N+](=O)[O-])NC1C2CN(C1C2)C(=O)OC(C)(C)C